tert-butyl (S)-((3'-chloro-2'-(2-chloro-3-((6-formyl-3-methoxypyridin-2-yl)amino)phenyl)-6-methoxy-[2,4'-bipyridin]-5-yl)methyl)((5-oxopyrrolidin-2-yl)methyl)carbamate ClC=1C(=NC=CC1C1=NC(=C(C=C1)CN(C(OC(C)(C)C)=O)C[C@H]1NC(CC1)=O)OC)C1=C(C(=CC=C1)NC1=NC(=CC=C1OC)C=O)Cl